CS(=NC(=O)C=1C=NN(C1)C1=CC=C(C=C1)C1=NOC(=N1)C(F)(F)F)(=O)C N-(dimethyl(oxo)-λ6-sulfaneylidene)-1-(4-(5-(trifluoromethyl)-1,2,4-oxadiazol-3-yl)phenyl)-1H-pyrazole-4-carboxamide